tert-butyl 3-[3-[1-[4-bromo-3-(2-thienyl)phenyl]ethylcarbamoyl]-4-methyl-anilino]azetidine-1-carboxylate BrC1=C(C=C(C=C1)C(C)NC(=O)C=1C=C(NC2CN(C2)C(=O)OC(C)(C)C)C=CC1C)C=1SC=CC1